N-(2-(dimethylamino)ethyl)-4-(1,1-dioxido-4-oxo-1,2,5-thiadiazolidin-2-yl)-3-fluoro-5-hydroxybenzamide CN(CCNC(C1=CC(=C(C(=C1)O)N1S(NC(C1)=O)(=O)=O)F)=O)C